2-(4-Fluoro-2-methylphenoxy)-N-(4-fluoro-3-guanidinophenyl)-4-(trifluoromethyl)benzamide FC1=CC(=C(OC2=C(C(=O)NC3=CC(=C(C=C3)F)NC(=N)N)C=CC(=C2)C(F)(F)F)C=C1)C